C(C)(C)(C)OC(=O)N[C@H](CCC(=O)O)CC(C)C (R)-4-(tert-butoxycarbonyl)amino-6-methylheptanoic acid